O=C1CC=2C(CN1)=COC2C(=O)NC2COCC2 6-oxo-N-(tetrahydrofuran-3-yl)-4,5,6,7-tetrahydrofurano[3,4-c]pyridine-1-carboxamide